CNC(=O)C=1C=CC2=C(OC[C@H]3N2CCNC3)N1 (S)-N-Methyl-1,2,3,4,4a,5-hexahydropyrazino[1,2-d]pyrido[2,3-b][1,4]oxazine-8-carboxamide